4-ethyl-6-(4-methyl-1,4-diazepan-1-yl)pyridine-3,5-dicarbonitrile C(C)C1=C(C=NC(=C1C#N)N1CCN(CCC1)C)C#N